ClC=1C=CC(=C(C1)N1C(C(N(CC1)[C@H](C(=O)O)CC1=CC=C(C=C1)[N+](=O)[O-])=O)=O)N1N=NN=C1 (S)-2-(4-(5-chloro-2-(1H-tetrazol-1-yl)phenyl)-2,3-dioxopiperazin-1-yl)-3-(4-nitrophenyl)propionic acid